Methyl (2Z)-2-methyl-3-(4-pyridinyl)-2-propenoate C/C(/C(=O)OC)=C/C1=CC=NC=C1